C12CCC(CC1)N2C=2C(=NC1=CC(=CC(=C1N2)[C@@H](C)NC2=C(C(=O)O)C=CC=C2)C)C#N (R)-2-((1-(3-(7-azabicyclo[2.2.1]-heptan-7-yl)-2-cyano-7-methylquinoxalin-5-yl)ethyl)amino)benzoic acid